C(CCC)OCCOCCOCCO 2-[2-(2-butoxyethoxy)ethoxy]Ethyl alcohol